N-(4-(5-(4-acryloylpiperazin-1-yl)pyrimidin-4-yl)-2-methylbenzyl)-1-(tert-butyl)-1H-1,2,3-triazole-4-carboxamide C(C=C)(=O)N1CCN(CC1)C=1C(=NC=NC1)C1=CC(=C(CNC(=O)C=2N=NN(C2)C(C)(C)C)C=C1)C